The molecule is the 7,8-dihydro-7,8-dihydroxy derivative of kynurenic acid. It derives from a kynurenic acid. It is a conjugate acid of a 7,8-dihydro-7,8-dihydroxykynurenate. C1=CC2=C(C(C1O)O)NC(=CC2=O)C(=O)O